methylsulfonic acid amide CS(=O)(=O)N